2-(2-(2-hydroxy-3,5-dimethylbenzyl)phenyl)acetonitrile OC1=C(CC2=C(C=CC=C2)CC#N)C=C(C=C1C)C